1-((S)-1-Phenyl-2-(pyridin-2-yl)ethylcarbamoyloxy)ethyl isobutyrate C(C(C)C)(=O)OC(C)OC(N[C@@H](CC1=NC=CC=C1)C1=CC=CC=C1)=O